CN1N=CC2=CC=C(C=C12)C=O 1-methylindazole-6-carboxaldehyde